BrC1=NC(=C(C(=N1)Cl)O)NCCC1=CNC2=CC=CC=C12 2-bromo-4-chloro-6-[2-(1H-indol-3-yl)ethylamino]pyrimidin-5-ol